Cl/C=C/C1=NSC(=N1)C(=O)NN (E)-3-(2-chloroethenyl)-1,2,4-thiadiazole-5-carboxylic acid hydrazide